aminopentyl vinyl ether C(=C)OCCCCCN